C(C1=CC=CC=C1)O[C@H]1[C@H](O)O[C@@H]([C@H]([C@@H]1OCC1=CC=CC=C1)O)C(=O)[O-] 2,3-di-O-benzyl-beta-D-glucopyranosuronate